2-(2-Chloro-5-(2-hydroxypropan-2-yl)-8-oxothieno[2',3':4,5]pyrrolo[1,2-d][1,2,4]triazin-7(8H)-yl)-N-(1H-indol-6-yl)acetamide ClC1=CC2=C(C=C3N2C(=NN(C3=O)CC(=O)NC3=CC=C2C=CNC2=C3)C(C)(C)O)S1